FC1(CCN(CC1)C=1N=C(C=C2C1OC=C2)NC(C2=C(C=C(C=C2)[N+](=O)[O-])N2CCC1(CC1)CC2)=O)F N-(7-(4,4-difluoropiperidin-1-yl)furo[2,3-c]pyridin-5-yl)-4-nitro-2-(6-azaspiro[2.5]octan-6-yl)benzamide